(S)-N-((S)-8-Cyclopropyl-1-(5-(7-methoxy-2-methylchinolin-6-yl)-1H-imidazol-2-yl)-7-oxooctyl)-6-ethyl-6-azaspiro[2.5]octan-1-carboxamid C1(CC1)CC(CCCCC[C@@H](C=1NC(=CN1)C=1C=C2C=CC(=NC2=CC1OC)C)NC(=O)[C@H]1CC12CCN(CC2)CC)=O